NC1=CC=CC2=C1NC(CO2)(C2=NC=CC=C2)CNC(C)=O N-[(5-amino-3-pyridin-2-yl-3,4-dihydro-2H-1,4-benzoxazin-3-yl)methyl]acetamide